(4-(4-(2-(4,4-difluoropiperidin-1-yl)thiazol-4-yl)-1H-1,2,3-triazol-1-yl)-3-(6-azaspiro[2.5]oct-6-yl)phenyl)-2-fluoroethane-1-sulfonamide FC1(CCN(CC1)C=1SC=C(N1)C=1N=NN(C1)C1=C(C=C(C=C1)C(CF)S(=O)(=O)N)N1CCC2(CC2)CC1)F